C[C@@H]1N([C@@H](CC(=C1)B1OC(C(O1)(C)C)(C)C)C)C(=O)OC(C)(C)C tert-butyl (cis)-2,6-dimethyl-4-(4,4,5,5-tetramethyl-1,3,2-dioxaborolan-2-yl)-5,6-dihydro-2H-pyridine-1-carboxylate